C1(=CC=CC=C1)NC1=CC(=CC(=C1)NC1=CC=CC=C1)N(C1=CC=CC=C1)C1=CC=CC=C1 N1,N3,N3,N5-tetraphenylbenzene-1,3,5-triamine